methyl 4-(4-aminobutanamido)-2-(3-((tert-butoxycarbonyl)amino)prop-1-yn-1-yl)benzoate NCCCC(=O)NC1=CC(=C(C(=O)OC)C=C1)C#CCNC(=O)OC(C)(C)C